FC1=C(C=CC=C1C)[C@H]1NOCC1 (S)-3-(2-fluoro-3-methylphenyl)isoxazolidine